C(C)(=O)[O-].N1=CC=CC2=CC=C3C=CC=NC3=C12.[Pd+2].C(C)(=O)[O-] Palladium (1,10-phenanthroline) acetate